4-[difluoro(3,4,5-trifluorophenoxy)methyl]-3,5-difluoro-4'-propyl-biphenyl FC(C1=C(C=C(C=C1F)C1=CC=C(C=C1)CCC)F)(OC1=CC(=C(C(=C1)F)F)F)F